zinc phosphate salt P(=O)([O-])([O-])[O-].[Zn+2].P(=O)([O-])([O-])[O-].[Zn+2].[Zn+2]